(Z)-4-(1-(4-amino-2-fluorobut-2-en-1-yl)-6-fluoro-1H-benzo[d]imidazol-4-yl)-N,N-dimethylbenzenesulfonamide NC\C=C(\CN1C=NC2=C1C=C(C=C2C2=CC=C(C=C2)S(=O)(=O)N(C)C)F)/F